3-[(2-chloro-6-fluorobenzyl)amino]-5-propyl-[1,2,4]triazolo[4,3-a]pyrimidin-7(8H)-one ClC1=C(CNC2=NN=C3N2C(=CC(N3)=O)CCC)C(=CC=C1)F